C1(CC1)C(C#C)O 1-cyclopropylprop-2-yn-1-ol